4-(HYDROXYMETHYL)NAPHTHALENE-2-BORONIC ACID OCC1=CC(=CC2=CC=CC=C12)B(O)O